CC1=CC=C(C=C1)S(=O)(=O)[O-].C(C=C)(=O)NCCCC[N+](C)(C)C (3-acrylamidopropyl)trimethyl-methylammonium p-toluenesulfonate